(6-(3-(aminomethyl)-7-chlorobenzofuran-5-yl)pyridin-3-yl)(4,4-difluoropiperidin-1-yl)methanone NCC1=COC2=C1C=C(C=C2Cl)C2=CC=C(C=N2)C(=O)N2CCC(CC2)(F)F